1-(4-(5-(difluoromethyl)-1,3,4-oxadiazole-2-yl)benzyl)-3-(piperidine-4-yl)-1,3-dihydro-2H-benzo[d]imidazole-2-one 2,2,2-trifluoroacetate FC(C(=O)O)(F)F.FC(C1=NN=C(O1)C1=CC=C(CN2C(N(C3=C2C=CC=C3)C3CCNCC3)=O)C=C1)F